Cl.Cl.N1(CCNCC1)C1=CC=C(C=C1)C=1C=NC=2N(C1)N=CC2C2=CC=NC1=CC=CC=C21 4-[6-[4-(1-piperazinyl)phenyl]pyrazolo[1,5-a]pyrimidin-3-yl]-quinoline dihydrochloride